N1(N=CC=C1)C1=CC=C(C(=O)N[C@@H](C(=O)N2CCC(CC2)(C(=O)N)F)CCCN[C@H]2[C@@H](C2)C2=CC=C(C=C2)F)C=C1 1-((R)-2-(4-(1H-pyrazol-1-yl)benzamido)-5-((1R,2S)-2-(4-fluorophenyl)cyclopropylamino)pentanoyl)-4-fluoropiperidine-4-carboxamide